BrC1=NC(=CC(=C1)CN1CCC(CC1)C)Br 2,6-dibromo-4-((4-methylpiperidin-1-yl)methyl)pyridine